CON(C(CC1=CNC=2N=C(SC21)C)=O)C N-methoxy-N-methyl-2-(2-methyl-4H-pyrrolo[2,3-d]thiazol-6-yl)acetamide